tert-butyl (E)-40-(5-amino-6H-thieno[3,2-b]azepine-7-carbonyl)-35-((3-cyanophenyl)imino)-4,7,10,13,16,19,22,25,28,31-decaoxa-34,36,40-triazatritetracontanoate NC=1CC(=CC2=C(N1)C=CS2)C(=O)N(CCCN\C(\NCCOCCOCCOCCOCCOCCOCCOCCOCCOCCOCCC(=O)OC(C)(C)C)=N/C2=CC(=CC=C2)C#N)CCC